ClC1=C(C=CC(=C1)C1=CC(=C2C(=N1)C=CS2)NCCCN2CCCCC2)C(=O)N2CCOCC2 (2-chloro-4-(7-((3-(piperidin-1-yl)propyl)amino)thieno[3,2-b]pyridin-5-yl)phenyl)(morpholino)methanone